1-(2-methylimidazo[1,2-b]pyridazin-6-yl)ethan-1-ol 2-(3-(3-morpholinopropyl)ureido)ethyl-methacrylate O1CCN(CC1)CCCNC(NCCC=C(C(=O)OC(C)C=1C=CC=2N(N1)C=C(N2)C)C)=O